5-bromo-2-[(cis)-3-methyl-3-{[2-(trimethylsilyl)ethoxy]methoxy}cyclobutyl]-7-(trifluoromethyl)-1-{[2-(trimethylsilyl)ethoxy]methyl}-1H-1,3-benzodiazole BrC1=CC2=C(N(C(=N2)C2CC(C2)(OCOCC[Si](C)(C)C)C)COCC[Si](C)(C)C)C(=C1)C(F)(F)F